[3-(2,6-dioxo-3-piperidyl)-5-fluoro-benzofuran-6-yl]-2-oxo-acetaldehyde O=C1NC(CCC1C1=COC2=C1C=C(C(=C2)C(C=O)=O)F)=O